3-(4-(2-(((1-(4-aminophenyl)piperidin-4-yl)methyl)amino)ethoxy)phenyl)piperidine-2,6-dione NC1=CC=C(C=C1)N1CCC(CC1)CNCCOC1=CC=C(C=C1)C1C(NC(CC1)=O)=O